O(C1=CC=CC=C1)C1=CC=C(C=C1)OB(O)O 4-Phenoxyphenyl-boric acid